5-[4-amino-5-(trifluoromethyl)pyrrolo[2,1-f][1,2,4]triazin-7-yl]-N-(3-phenylbutyl)pyridine-3-carboxamide para-bromobenzyl-carbamate BrC1=CC=C(CNC(O)=O)C=C1.NC1=NC=NN2C1=C(C=C2C=2C=C(C=NC2)C(=O)NCCC(C)C2=CC=CC=C2)C(F)(F)F